CC1(CCN(CC1)C1=NC(=CC=C1)S(NC1=NC(=C(C=C1)C(F)(F)F)C1=C(C=CC=C1)C)(=O)=O)C(=O)O 4-methyl-1-(6-(N-(6-(o-tolyl)-5-(trifluoromethyl)pyridin-2-yl)sulfamoyl)pyridin-2-yl)piperidine-4-carboxylic acid